C(C)OC(CCCC(C(=O)NC=1C=NC(=C(C1)OC)C#N)(C)O)=O 6-[(6-cyano-5-(methoxy)pyridin-3-yl)amino]-5-hydroxy-5-methyl-6-oxohexanoic acid ethyl ester